BrCCCCCCOC(\C=C(\CCCCCCCCCC)/CCCCCCCC)=O (E)-6-bromohexyl-3-octyltridec-2-enoate